C(C)C1=C2C(=CC(=CC2=CC=C1F)O)C1=C(C=2N=C(N=C(C2C=N1)C1C[C@](CC1)(C)O)OC[C@]12CCCN2C[C@@H](C1)F)F 5-ethyl-6-fluoro-4-(8-fluoro-2-{[(2R,7aS)-2-fluorotetrahydro-1H-pyrrolizin-7a(5H)-yl]methoxy}-4-[(3R)-3-hydroxy-3-methylcyclopentyl]pyrido[4,3-d]pyrimidin-7-yl)naphthalen-2-ol